1-(4-hydroxy-3-methoxyphenyl)propane-1,2-dione OC1=C(C=C(C=C1)C(C(C)=O)=O)OC